C(CCCCCCC\C=C/CCCC)(=O)N myristoleamide